6-Amino-1-(2-isopropylphenyl)pyrimidine-2,4(1H,3H)-dione NC1=CC(NC(N1C1=C(C=CC=C1)C(C)C)=O)=O